FC1=CC(=C(C=C1)C=1C=C2C(=NC1)NC(N2CC2=CC=C(C=C2)F)=O)OC 6-(4-fluoro-2-methoxy-phenyl)-1-[(4-fluorophenyl)methyl]-3H-imidazo[4,5-b]pyridin-2-one